BrC[C@@H]1N(CCCC1)CCC1=C(C=C(C=C1F)OCCCC)F (2r,3r,4r,5s)-2-(bromomethyl)-1-(4-butoxy-2,6-difluorophenethyl)piperidine